3-(4-acetamidophenyl)-N-(4-methoxyphenyl)-N-methyl-imidazo[1,2-a]pyrazine-6-carboxamide C(C)(=O)NC1=CC=C(C=C1)C1=CN=C2N1C=C(N=C2)C(=O)N(C)C2=CC=C(C=C2)OC